O=C1NC(CCC1N1C(C2=CC=C(C=C2C1=O)CN1CCN(CC1)C1=CC=C(C=C1)[C@H]1[C@H](COC2=CC(=CC=C12)O)C1=CC=CC=C1)=O)=O 2-(2,6-dioxopiperidin-3-yl)-5-((4-(4-((3S,4R)-7-hydroxy-3-phenylchroman-4-yl)phenyl)piperazin-1-yl)methyl)isoindoline-1,3-dione